Cl[Si](CC[Si](Cl)(Cl)Cl)(C)C chlorodimethyl-[2-(trichlorosilyl)ethyl]silane